ClC[C@@H](N)C(=O)O β-chloro-D-alanine